3-methylimidazole-2,4-dione CN1C(N=CC1=O)=O